ethyl (R)-2-(2-(4-bromophenyl)-2-((tert-butoxycarbonyl)amino)ethoxy)acetate BrC1=CC=C(C=C1)[C@H](COCC(=O)OCC)NC(=O)OC(C)(C)C